(2-(3,4-dimethyl-2,6-dinitrophenoxy)ethyl)pyrrolidine CC=1C(=C(OCCN2CCCC2)C(=CC1C)[N+](=O)[O-])[N+](=O)[O-]